C1(=CC=CC=C1)[C@@H]1CC[C@H]2OC3(C(N21)=O)CCN(CC3)C(=O)C3=C(C=C(C(=C3)F)F)F (5'S,7a'R)-5'-phenyl-1-(2,4,5-trifluorobenzene-1-carbonyl)tetrahydro-3'H-spiro[piperidine-4,2'-pyrrolo[2,1-b][1,3]oxazol]-3'-one